FC1(C[C@H](N(CCC1)C1=CC(=CC(N1)=O)N1CCOCC1)CC1=C(C=CC=C1)OC)F (R)-6-(4,4-difluoro-2-(2-methoxybenzyl)azepan-1-yl)-4-morpholinopyridin-2(1H)-one